C1(=CC=CC2=CC=CC=C12)NCCCCC1=CC=CC(=N1)C=NO 6-(4-(naphthalen-1-ylamino)butyl)pyridinealdoxime